ClC=1C=CC(=C(C=O)C1)OC(F)F 5-chloro-2-(difluoromethoxy)benzaldehyde